C1(=CC=CC=2OC3=C(C21)C=CC=C3)B(O)O dibenzo[b,d,undernitrogenatmosphere]Furan-1-ylboronic acid